4-chloro-2-methyl-3-(4-((S)-2-(1-methyl-1H-pyrazole-5-carboxamido)-2-((1r,4S)-4-methylcyclohexyl)acetamido)phenyl)pyridine 1-oxide ClC1=C(C(=[N+](C=C1)[O-])C)C1=CC=C(C=C1)NC([C@H](C1CCC(CC1)C)NC(=O)C1=CC=NN1C)=O